OC=1C(N(C2=CC=C(C=C2C1)[N+](=O)[O-])C)=O 3-hydroxy-1-methyl-6-nitroquinolin-2(1H)-one